methyl-sulfonate (mesylate) S(C)(=O)(=O)O.CS(=O)(=O)O